[3-(triethoxysilyl)propyl]urethane C(C)O[Si](CCCNC(=O)OCC)(OCC)OCC